ClC1=CC(=C(N)C=C1)OC 4-chloro-2-methoxyaniline